ClC1=C(C=CC(=C1)N(C)CC=1SC(=CC1)Cl)NC(CC1=CC=C(C=C1)Cl)=O N-{2-Chloro-4-[(5-chloro-thiophen-2-ylmethyl)-(methyl)amino]-phenyl}-2-(4-chlorophenyl)-acetamide